ClC=1C(=NC(=NC1)NC=1C(=CC(=C(C1)NC(C=C)=O)N(CCN1CCCC1)C)OC)NC=1C=CC=C2CCN(C12)S(=O)(=O)C N-(5-((5-chloro-4-((1-(methylsulfonyl)indolin-7-yl)amino)pyrimidin-2-yl)amino)-4-methoxy-2-(methyl(2-(pyrrolidin-1-yl)ethyl)amino)phenyl)acrylamide